N1=C(C=CC=C1)SCCO 2-(Pyridin-2-ylthio)ethanol